CN(CCCC(=O)OC(CCCC(=O)OCCCCC(CCCCCCCCCC)CCCCCCCCCC)CCCCCCC)C 5-Decylpentadecyl 5-((4-(Dimethylamino)Butanoyl)Oxy)Dodecanoate